[(5R,6S,6aR)-6-benzyloxy-2,2-dimethyl-5-vinyl-6,6a-dihydro-3aH-furo[2,3-d][1,3]dioxol-5-yl]methoxy-tert-butyl-diphenyl-silane C(C1=CC=CC=C1)O[C@@H]1[C@@](OC2OC(O[C@@H]21)(C)C)(C=C)CO[Si](C2=CC=CC=C2)(C2=CC=CC=C2)C(C)(C)C